C(C)(C)(C)C1=C(C2=C(N=CN=C2O)S1)N(CC)CC 6-(tert-Butyl)-5-(diethylamino)thieno[2,3-d]pyrimidin-4-ol